C(#CCCCC)C1=CN=C2N1C1=CC=C(C=C1N=C2N2CCOCC2)C2=CC=CC=C2 4-(1-(hex-1-yn-1-yl)-7-phenylimidazo[1,2-a]quinoxalin-4-yl)morpholine